6-chloro-2-chloro-4-methoxy-1-methacryloyloxynaphthalene ClC=1C=C2C(=CC(=C(C2=CC1)OC(C(=C)C)=O)Cl)OC